[Si](C1=CC=CC=C1)(C1=CC=CC=C1)(C(C)(C)C)OCC(C)(C)C 3-((tert-butyldiphenylsilyl)oxy)-2,2-dimethylpropan